NC1=C(C(=NC=2N1N=C(C2C)C)NCCC2=NC(=CC=C2)CC)C#N amino-5-((2-(6-ethylpyridin-2-yl)ethyl)amino)-2,3-dimethylpyrazolo[1,5-a]pyrimidine-6-carbonitrile